C[Sn](C=1C=C(C(=O)[O-])C=CC1)(C)C 3-(trimethylstannyl)benzoate